6-((4,6-dimethyl-2-oxo-1,2-dihydropyridin-3-yl)methyl)-2-(trans-4-(dimethylamino)cyclohexyl)-2,4-dimethyl-9-(prop-1-en-2-yl)-7,8-dihydro-[1,3]dioxolo[4,5-g]isoquinolin-5(6H)-one CC1=C(C(NC(=C1)C)=O)CN1C(C=2C(=C3C(=C(C2CC1)C(=C)C)OC(O3)(C)[C@@H]3CC[C@H](CC3)N(C)C)C)=O